CN(C1(CCCC1)CNC1=NC(=NC=2C(=C(C3=C(C12)COC3)C3=C(C=CC1=C3C=C(S1)NC(OC(C)(C)C)=O)F)F)SCC)C tert-Butyl N-[4-[1-[[1-(dimethylamino) cyclopentyl] methylamino]-3-ethylsulfanyl-5-fluoro-7,9-dihydrofuro[3,4-f]quinazolin-6-yl]-5-fluoro-benzothiophen-2-yl]carbamate